CC1=C(C(=O)O)C=CC=C1 methyl-benzoic acid